N-((3-nitrophenyl)aminomethylthio)benzamide [N+](=O)([O-])C=1C=C(C=CC1)NCSNC(C1=CC=CC=C1)=O